3-chloro-4-[[(7-oxo-5-propyl-4H-[1,2,4]triazolo[1,5-a]-pyrimidin-2-yl)amino]methyl]-benzonitrile ClC=1C=C(C#N)C=CC1CNC1=NN2C(NC(=CC2=O)CCC)=N1